(S)-Ethyl 11-(benzyloxy)-6-(tert-butyl)-2-chloro-3-(3-methoxypropoxy)-10-oxo-6,10-dihydro-5H-pyrido[1,2-h][1,7]naphthyridine-9-carboxylate C(C1=CC=CC=C1)OC=1C(C(=CN2[C@@H](CC=3C=C(C(=NC3C21)Cl)OCCCOC)C(C)(C)C)C(=O)OCC)=O